2,3-dihydroxymethyl-2,3-dinitro-1,4-butanediol OCC(CO)(C(CO)([N+](=O)[O-])CO)[N+](=O)[O-]